NC1=C(C(=NC=N1)N1CC(CCC1)C=1C=C(C=CC1)NC(=O)NC1=CC=CC=C1)C#N 1-(3-(1-(6-amino-5-cyanopyrimidin-4-yl)piperidin-3-yl)phenyl)-3-phenylurea